1-phenyl-3-(2-phenyl-1,3-dioxan-4-yl)propan-1-one C1(=CC=CC=C1)C(CCC1OC(OCC1)C1=CC=CC=C1)=O